6-(1-(4-((1R,5S)-3-azabicyclo[3.1.0]hexan-3-yl)benzyl)-4-chloro-1H-indazole-7-carboxamido)spiro[3.3]heptane-2-carboxylic acid [C@@H]12CN(C[C@H]2C1)C1=CC=C(CN2N=CC3=C(C=CC(=C23)C(=O)NC2CC3(CC(C3)C(=O)O)C2)Cl)C=C1